dodec-5-enoic acid C(CCCC=CCCCCCC)(=O)O